(S)-2-((2-(2,6-difluoro-4-(4-hydroxy-1H-pyrazol-1-yl)phenyl)-7-methylimidazo[1,2-a]pyridin-3-yl)methyl)morpholine-4-carboxylic acid methyl ester COC(=O)N1C[C@@H](OCC1)CC1=C(N=C2N1C=CC(=C2)C)C2=C(C=C(C=C2F)N2N=CC(=C2)O)F